ClC=1C=C(OC2CCC(CC2)C2=C(C(=O)N)C=CC(=C2)N2CCC(CC2)C=O)C=CC1C#N [4-(3-chloro-4-cyano-phenoxy)cyclohexyl]-4-(4-formyl-1-piperidyl)benzamide